1-(4-Bromophenyl)-N-(1-methylpiperidin-4-yl)cyclopropane-1-carboxamide BrC1=CC=C(C=C1)C1(CC1)C(=O)NC1CCN(CC1)C